COC=1C=C(CN(C=2N=NC(=C(N2)N[C@H](C)C2=NN3C(C=C(C=C3N3C(N(C(C3)=O)C)=O)C3CC3)=C2)Cl)CC2=CC(=CC(=C2)OC)OC)C=C(C1)OC |o1:14| (R*)-1-(2-(1-((3-(bis(3,5-dimethoxybenzyl)amino)-6-chloro-1,2,4-triazin-5-yl)amino)ethyl)-5-cyclopropyl-pyrazolo[1,5-a]pyridin-7-yl)-3-methylimidazolidine-2,4-dione